stearic acid diethyl-aminoethyl amide C(C)C(CNC(CCCCCCCCCCCCCCCCC)=O)(N)CC